dilauroyl-ethylphosphocholine C(CCCCCCCCCCC)(=O)C(OP(=O)(OCC)[O-])(C[N+](C)(C)C)C(CCCCCCCCCCC)=O